ClC1=CC=C(C=C1)C1=CC=C(C=C1)/C=C/C(=O)O (E)-3-(4'-chloro-[1,1'-biphenyl]-4-yl)acrylic acid